FS(=O)(=O)OC1=CC=C(OCC2=CC=C(C(=O)OC)C=C2)C=C1 methyl 4-((4-((fluorosulfonyl)oxy)phenoxy)methyl)benzoate